C1(CC1)CN(C(OC(C)(C)C)=O)[C@H]1CN(CCC1)C=1C=NC(=CC1)C1(COC1)C=1SC(=NN1)C1=NC(=CN=C1)N1CCCC1 tert-butyl (R)-(cyclopropylmethyl)(1-(6-(3-(5-(6-(pyrrolidin-1-yl)pyrazin-2-yl)-1,3,4-thiadiazol-2-yl)oxetan-3-yl)pyridin-3-yl)piperidin-3-yl)carbamate